N-(2-amino-4-((4-(trifluoromethyl)benzyl)amino)phenyl)-7-(4-fluorophenyl)heptanamide NC1=C(C=CC(=C1)NCC1=CC=C(C=C1)C(F)(F)F)NC(CCCCCCC1=CC=C(C=C1)F)=O